trimethylolpropane trioctyldecanoate C(CCCCCCC)C(CCCCCCCCC(=O)O)(CCCCCCCC)CCCCCCCC.C(O)C(CC)(CO)CO